tert-Butyl (2-hydroxyethyl)((8-(2-methyl-3-(4,4,5,5-tetramethyl-1,3,2-dioxaborolan-2-yl)phenyl)-4-oxo-4H-pyrido[1,2-a]pyrimidin-3-yl)methyl)carbamate OCCN(C(OC(C)(C)C)=O)CC1=CN=C2N(C1=O)C=CC(=C2)C2=C(C(=CC=C2)B2OC(C(O2)(C)C)(C)C)C